N-(3-cyano-4,5,6,7-tetrahydrobenzo[b]thiophen-2-yl)-N-((1-(2-oxo-2-phenylethyl)-1H-1,2,3-triazol-4-yl)methyl)naphthalene-1-sulfonamide C(#N)C=1C2=C(SC1N(S(=O)(=O)C1=CC=CC3=CC=CC=C13)CC=1N=NN(C1)CC(C1=CC=CC=C1)=O)CCCC2